Cl.ClC=1C=C(C=2C(=CNC2C1Cl)C=1C=NNC1)N 6,7-Dichloro-3-(1H-pyrazol-4-yl)-1H-indol-4-amine hydrochloric acid salt